COC1=NC(=CC=C1NC(=O)C=1C(=NOC1C)C1=CC=CC=C1)C1=CC(=C2C=NNC2=C1)OC N-[2-Methoxy-6-(4-methoxy-1H-indazol-6-yl)-3-pyridyl]-5-methyl-3-phenyl-isoxazole-4-carboxamide